N1(C=NC=C1)C1=CC=C(C=N1)C#CC=1C=NC(=NC1)N1C[C@@H](N(CC1)C(=O)OC(C)(C)C)CO tert-butyl (R)-4-(5-((6-(1H-imidazol-1-yl)pyridin-3-yl)ethynyl)pyrimidin-2-yl)-2-(hydroxymethyl)piperazine-1-carboxylate